tert-butyl 4-carbamoyl-4-(2-(trifluoromethyl)phenyl)piperidine-1-carboxylate C(N)(=O)C1(CCN(CC1)C(=O)OC(C)(C)C)C1=C(C=CC=C1)C(F)(F)F